ClC=1C=C(C=CC1OCC1=CC(=CC=C1)F)NC1=NC=NC2=CC=C3C(=C12)OCCN3C(\C=C\CN(C)C)=O (E)-1-(10-((3-chloro-4-((3-fluorobenzyl)oxy)phenyl)amino)-2,3-dihydro-4H-[1,4]oxazino[2,3-f]quinazolin-4-yl)-4-(dimethylamino)but-2-en-1-one